ClF Chlorofluorid